N-methyl-5-(4-((2-ureidopyridin-4-yl)methyl)piperazin-1-yl)picolinamide CNC(C1=NC=C(C=C1)N1CCN(CC1)CC1=CC(=NC=C1)NC(=O)N)=O